3-(1-((endo)-2-azabicyclo[2.1.1]hexan-5-yl)-4-(3-(dimethylamino)azetidin-1-yl)-2-ethyl-6-fluoro-7-(3-hydroxynaphthalen-1-yl)-1H-imidazo[4,5-c]quinolin-8-yl)propanenitrile C12NCC(C1N1C(=NC=3C(=NC=4C(=C(C(=CC4C31)CCC#N)C3=CC(=CC1=CC=CC=C31)O)F)N3CC(C3)N(C)C)CC)C2